BrC1=CC=C(C=C1)[C@@H](C(F)(F)F)N(C(=O)C1CCC(CC1)(F)F)C (S)-N-(1-(4-bromophenyl)-2,2,2-trifluoroethyl)-4,4-difluoro-N-methylcyclohexane-1-carboxamide